3-amino-N-[(3R)-7-[(3S,4S)-3-amino-4-ethoxypyrrolidin-1-yl]-2H,3H,4H-pyrano[3,2-c]pyridin-3-yl]-6-methylthieno[2,3-b]pyridine-2-carboxamide NC1=C(SC2=NC(=CC=C21)C)C(=O)N[C@@H]2CC=1C=NC(=CC1OC2)N2C[C@@H]([C@H](C2)OCC)N